N,N,N',N'-tetrakis(2-hydroxy-ethyl)ethylenediamine OCCN(CCN(CCO)CCO)CCO